4,6,7,8-tetrahydropyrrolo[1,2-a]pyrazine C1=C2N(CC=N1)CCC2